(3-((5-(2-methoxyquinolin-6-yl)pyridin-3-yl)amino)pyrrolidin-1-yl)(1-methyl-1H-pyrazol-4-yl)methanone COC1=NC2=CC=C(C=C2C=C1)C=1C=C(C=NC1)NC1CN(CC1)C(=O)C=1C=NN(C1)C